(Z)-4-((5-(difluoro-methoxy)pyridin-2-yl)oxy)-N'-hydroxybenzimidamide FC(OC=1C=CC(=NC1)OC1=CC=C(/C(/N)=N/O)C=C1)F